FC=1C=CC=C2C(=CNC12)C(C)=O 1-(7-fluoro-1H-indol-3-yl)ethan-1-one